ClC=1C(=NC(=NC1)NC1CCC(CC1)N)C=1C=NN(C1CC1CC1)C (1R,4R)-N1-(5-chloro-4-(5-(cyclopropyl-methyl)-1-methyl-1H-pyrazol-4-yl)pyrimidin-2-yl)cyclohexane-1,4-diamine